2-[3-bicyclo[4.1.0]heptanylmethoxy-(3-chloro-4-fluorophenyl)methyl]-5-methyl-4-methylsulfonyl-1H-imidazole C12CC(CCC2C1)COC(C=1NC(=C(N1)S(=O)(=O)C)C)C1=CC(=C(C=C1)F)Cl